7-Methyl-4-(3-(pyridin-2-ylamino)phenyl)-8-(trifluoromethyl)-1H-benzo[b][1,4]diazepin-2(3H)-one CC1=CC2=C(NC(CC(=N2)C2=CC(=CC=C2)NC2=NC=CC=C2)=O)C=C1C(F)(F)F